C1(OCCCCCCO1)=O 6-hexylene carbonate